6-[1-(2,2-difluoroethyl)-3-methyl-1H-pyrazolo[3,4-d]pyrimidin-6-yl]-2-[2-methyl-6-(trifluoromethyl)pyrimidin-4-yl]-2,6-diazaspiro[3.4]octane FC(CN1N=C(C=2C1=NC(=NC2)N2CC1(CN(C1)C1=NC(=NC(=C1)C(F)(F)F)C)CC2)C)F